3-({[6,7-dimethoxy-2-(4-methylpiperazin-1-yl)quinazolin-4-yl]Amino}methyl)-4,6-dimethylpyridin-2(1H)-one COC=1C=C2C(=NC(=NC2=CC1OC)N1CCN(CC1)C)NCC=1C(NC(=CC1C)C)=O